C(C(C)C)NC(=O)C1=CC=2C(=NC=CC2)N1 N-isobutyl-1H-pyrrolo[2,3-b]Pyridine-2-carboxamide